2-{[3-(2-Aminoprop-2-yl)-1-methylpyrazolo[3,4-c]pyridin-5-yl]amino}-7,7,8-Trimethyl-7,8-dihydro-5H-pyrano[4,3-b]pyridin-5-one NC(C)(C)C1=NN(C2=CN=C(C=C21)NC2=CC=C1C(=N2)C(C(OC1=O)(C)C)C)C